(R)-N-((R)-2,3-dihydrospiro[inden-1,4'-piperidin]-2-yl)-2-methylpropane-2-sulfinamide N1CCC2(CC1)[C@@H](CC1=CC=CC=C12)N[S@](=O)C(C)(C)C